C(C1=CC=CC=C1)OC=1C=2C3=C(N(C2C=CC1)C1=CC=C(C=C1)F)C(COC31CCC(CC1)OCC(=O)OCC)(C)C ethyl 2-(((1S,4S)-9'-(benzyloxy)-5'-(4-fluorophenyl)-4',4'-dimethyl-4',5'-dihydro-3'H-spiro[cyclohexane-1,1'-pyrano[4,3-b]indol]-4-yl)oxy)acetate